1-(methylamino)-2,7-naphthyridine-4-carboxylate CNC1=NC=C(C2=CC=NC=C12)C(=O)[O-]